BrC1=NSC=C1[N+](=O)[O-] bromo-4-nitroisothiazole